FC(C)(C)NC1=NC(=NC(=N1)NC1=C(C=CC=C1F)F)C(C)(C)F 1-fluoro-1-methylethyl-N4-(2,6-difluorophenyl)-6-(1-fluoro-1-methylethyl)-1,3,5-triazine-2,4-diamine